BrCC=1C(=NC(=C(C1)F)Cl)C(=O)OC methyl 3-(bromomethyl)-6-chloro-5-fluoropyridine-2-carboxylate